4,4'-diazido-octafluoro-1,1'-biphenyl N(=[N+]=[N-])C1=C(C(=C(C(=C1F)F)C1=C(C(=C(C(=C1F)F)N=[N+]=[N-])F)F)F)F